COC=1C=CC(=NC1)C=CC=1N=C(SC1)NC(OC(C)(C)C)=O tert-butyl (4-(2-(5-methoxypyridin-2-yl)vinyl)thiazol-2-yl)carbamate